(1S,5R)-N-(4-methyl-3-(pyrrolo[2,1-f][1,2,4]triazin-2-yl)phenyl)-1-(pyrimidin-2-yl)-6-azabicyclo[3.1.1]heptane-6-carboxamide CC1=C(C=C(C=C1)NC(=O)N1[C@@H]2CCC[C@]1(C2)C2=NC=CC=N2)C2=NN1C(C=N2)=CC=C1